Cl.FC=1C=2N(C=C(C1)C1=CC3=C(N=C(S3)C3CCNCC3)C=C1)C=C(N2)C 6-(8-Fluoro-2-methylimidazo[1,2-a]pyridin-6-yl)-2-(piperidin-4-yl)-1,3-benzothiazol-Hydrochlorid